lithium tetra-vinyl-silane C(=C)[Si](C=C)(C=C)C=C.[Li]